potassium (+)-tartrate C(=O)([O-])C(O)C(O)C(=O)[O-].[K+].[K+]